C(C)(CC)N([SiH]([SiH2]C(C)C)N[Si](C)(C)C)C(C)CC 1-(di-sec-butyl)amino-2-(isopropyl)(trimethylsilyl)aminodisilane